N-(1'-(2-(1,1-difluoroethyl)pyrimidin-4-yl)-1-methyl-1',2'-dihydrospiro[piperidine-4,3'-pyrrolo[3,2-c]pyridin]-6'-yl)acetamide FC(C)(F)C1=NC=CC(=N1)N1CC2(C=3C=NC(=CC31)NC(C)=O)CCN(CC2)C